[N+](=O)([O-])C=1C=C(C=CC1)C1=C2C=CC=C3C=CC(C(C=C1)=C32)=O 7-(3-nitrophenyl)-1H-phenalen-1-one